N-(3-amino-2,6-difluorophenyl)-2,2-difluoro-N-methylacetamide NC=1C(=C(C(=CC1)F)N(C(C(F)F)=O)C)F